C(C=C)(=O)OCCCCCCCCCCCOC1=CC=C(C=C1)N=NC1=CC=C(C=C1)OCCCCCCCCCCCOC(C=C)=O 4,4'-bis[11-(acryloyloxy)undecyloxy]azobenzene